4-(1-(2,6-Dioxopiperidin-3-yl)-3-methyl-2-oxo-2,3-dihydro-1H-benzo[d]imidazol-4-yl)piperidine-1-carboxylic acid tert-butyl ester C(C)(C)(C)OC(=O)N1CCC(CC1)C1=CC=CC=2N(C(N(C21)C)=O)C2C(NC(CC2)=O)=O